pyridin-2-yl-cyclopropane-1-carboxamide N1=C(C=CC=C1)C1(CC1)C(=O)N